C(C)OC(=O)C1(CCN(CC1)C(=O)OC(C)(C)C)C([C@H](C)O[Si](C)(C)C(C)(C)C)O 4-[(2S)-2-[(tert-butyldimethylsilyl)oxy]-1-hydroxypropyl]piperidine-1,4-dicarboxylic acid 1-tert-butyl ester 4-ethyl ester